ClC=1C(=C(C(=CC1N1CC2(CCC2C2CN(C2)C)CC1)F)S(=O)(=O)NC1=NC(=CC=C1)F)F 3-chloro-2,6-difluoro-N-(6-fluoropyridin-2-yl)-4-(1-(1-methylazetidin-3-yl)-6-azaspiro[3.4]octan-6-yl)benzenesulfonamide